FC=1C=CC=C2C=C(C=NC12)C1=NC(SC2=C1C=CC(=C2C)C#N)(C)C 4-(8-fluoro-3-quinolyl)-2,2,8-trimethyl-1,3-benzothiazine-7-carbonitrile